FC=1C=C(O[C@@H]2C[C@H](C2)NC2=NC=3N([C@H](C(NC3C(=N2)C)=O)C)C)C=CC1OC (7S)-2-((trans-3-(3-fluoro-4-methoxyphenoxy)cyclobutyl)amino)-4,7,8-trimethyl-7,8-dihydropteridin-6(5H)-one